N1=C(C=CC=C1)CNC12CC3(CC(CC(C1)C3)C2)NC(=O)C2=NC=CC=C2 Pyridine-2-carboxylic acid {3-[(pyridin-2-ylmethyl)-amino]-adamantan-1-yl}-amide